2-trimethylsilylethyl N-[2-[2-(2-aminoethoxy)ethoxy]ethyl]-N-methyl-carbamate NCCOCCOCCN(C(OCC[Si](C)(C)C)=O)C